2-[2-[(3-chlorophenoxy)methyl]thiazol-5-yl]-5-(difluoromethyl)-1,3,4-oxadiazole ClC=1C=C(OCC=2SC(=CN2)C=2OC(=NN2)C(F)F)C=CC1